C(C1=CC=CC=C1)OC1=CC=C(C=C1)SC1=C(OC=C1)C1C(NC(N1)=O)=O 5-[3-(4-benzyloxyphenylthio)-furan-2-yl]-imidazolidine-2,4-dione